O1C(C(OCCOCCOC(C(OCCOCC1)C(=O)O)C(=O)O)C(=O)O)C(=O)O 1,4,7,10,13,16-hexaoxacyclooctadecane-2,3,11,12-tetracarboxylic acid